1-(4-chlorophenyl)pyrazole ClC1=CC=C(C=C1)N1N=CC=C1